4-(aminomethyl)benzoyl chloride NCC1=CC=C(C(=O)Cl)C=C1